FC=1C(=C2C(=C(NC2=C(C1)C(=O)N)C)C)CC=1C=NC(=CC1)C=C 5-fluoro-2,3-dimethyl-4-((6-vinylpyridin-3-yl)methyl)-1H-indole-7-carboxamide